C(C)(=O)N1CCN(CC1)C=1C=CC(=C(C1)CC(=O)NC(C1=CC=CC=C1)C1=C(C=C(C=C1)OC)N1CCCCCC1)F 2-[5-(4-acetylpiperazin-1-yl)-2-fluorophenyl]-N-{[2-(azepan-1-yl)-4-methoxyphenyl](phenyl)methyl}acetamide